ethyl 1,2,3,4-tetrahydroquinoline-6-carboxylate N1CCCC2=CC(=CC=C12)C(=O)OCC